FC1=C(CC2=NC3=C(N2C[C@H]2OCC2)C=C(C=C3F)C(=O)O)C=C(C(=C1)C1=NC(=CC=C1)OCC=1SC(=CN1)C(F)(F)F)F (S)-2-(2,5-difluoro-4-(6-((5-(trifluoromethyl)thiazol-2-yl)methoxy)pyridin-2-yl)benzyl)-4-fluoro-1-(oxetan-2-ylmethyl)-1H-benzo[d]imidazole-6-carboxylic acid